CN1N=CC(=C1)S(=O)(=O)NC1=NC(=CC(=N1)C1(CCCCC1)C)OC1=CC=CC=C1 1-Methyl-N-[4-(1-methylcyclohexyl)-6-phenoxy-pyrimidin-2-yl]pyrazole-4-sulfonamide